4-chloro-2-[4-[N-cyclopropyl-4-(hydroxymethyl)anilino]cyclohexyl]-5-[[(3R)-4,4-dioxo-1,4-oxathian-3-yl]methylamino]pyridazin-3-one ClC=1C(N(N=CC1NC[C@@H]1COCCS1(=O)=O)C1CCC(CC1)N(C1=CC=C(C=C1)CO)C1CC1)=O